O=C1C2=CC=C(C=C2C(C=2C=CC(=CC12)OCCCP(O)(O)=O)=O)OCCCP(O)(O)=O ([9,10-dioxo-9,10-dihydro-anthracene-2,6-diyl]bis[oxy]bis[propane-3,1-diyl])bis(phosphonic acid)